C(CCC)N1C(C2=CN=CC=C2C(=C1)C1=CC(=C(C=C1)O[C@@H]1[C@H](CN(CC1)CC1CCNCC1)F)OC)=O 2-butyl-4-(4-(((3S,4S)-3-fluoro-1-(piperidin-4-ylmethyl)piperidin-4-yl)oxy)-3-methoxyphenyl)-2,7-naphthyridin-1(2H)-one